C(C=C)(=O)OCC(CCO)O 2-propenoic acid, 2,4-dihydroxybutyl ester